Francium tartrate C(=O)([O-])C(O)C(O)C(=O)[O-].[Fr+].[Fr+]